CN(C)C(C(=O)C1=CC=CC=C1)Br dimethylaminophenacyl bromide